[Br-].C(C)[N+](C1=CC=CC=C1)(C1=CC=CC=C1)C1=CC=CC=C1 ethyltriphenyl-ammonium bromide